4-(1H-benzo[d]imidazol-2-yl)-N-(tetrahydro-2H-pyran-4-yl)benzenesulfonamide N1C(=NC2=C1C=CC=C2)C2=CC=C(C=C2)S(=O)(=O)NC2CCOCC2